FC=1C=CC(=NC1)C(COC=1C=2N(C=C(C1)C=1N=NN(C1C)C1CCN(CC1)C1COC1)N=CC2C#N)O 4-[2-(5-fluoro-2-pyridinyl)-2-hydroxy-ethoxy]-6-[5-methyl-1-[1-(oxetan-3-yl)-4-piperidinyl]triazol-4-yl]pyrazolo[1,5-a]pyridine-3-carbonitrile